FC1(CCN(CC1)C1=NC=C(C(=N1)C=1C=NN(C1)C1=C(C=C(C=C1)NS(=O)(=O)CCO)N1CCC2(CC2)CC1)F)F N-(4-(4-(2-(4,4-difluoropiperidin-1-yl)-5-fluoropyrimidin-4-yl)-1H-pyrazol-1-yl)-3-(6-azaspiro[2.5]octan-6-yl)phenyl)-2-hydroxyethane-1-sulfonamide